(3R,8R,9R,10S)-3-(dimethylamino)-10-(hydroxymethyl)-N-(4-methoxyphenyl)-9-[4-(2-phenylethynyl)phenyl]-1,6-diazabicyclo[6.2.0]decane-6-carboxamide CN([C@H]1CN2[C@@H]([C@@H]([C@@H]2CN(CC1)C(=O)NC1=CC=C(C=C1)OC)C1=CC=C(C=C1)C#CC1=CC=CC=C1)CO)C